O[C@H](C)C1=CC2=C(N=C(N=C2)NC2=CC=C(C=N2)N2C(CN(CC2)C)=O)C(=N1)N1CCCCC1 1-[6-[[6-[(1R)-1-hydroxyethyl]-8-piperidin-1-ylpyrido[3,4-d]pyrimidin-2-yl]amino]pyridin-3-yl]-4-methylpiperazin-2-one